C(C=C)(=O)N1CC(CC1)(C1=C(C(=CC=C1F)Cl)Cl)NC1=CC(=C2C(N(C(C2=C1)=O)C)(C)C)F 6-((1-Acryloyl-3-(2,3-dichloro-6-fluorophenyl)pyrrolidin-3-yl)amino)-4-fluoro-2,3,3-trimethylisoindolin-1-one